3-Cyclopropyl-2-(6-(difluoromethyl)pyridazin-4-yl)-3H-imidazo[4,5-b]pyridine-5-carbonitrile C1(CC1)N1C(=NC=2C1=NC(=CC2)C#N)C2=CN=NC(=C2)C(F)F